Benzyl (2R,4S)-2-(tert-butyl)-4-(cyclopentylmethyl)-5-oxooxazolidine-3-carboxylate C(C)(C)(C)[C@H]1OC([C@@H](N1C(=O)OCC1=CC=CC=C1)CC1CCCC1)=O